3-chloro-N-[(1R,3S)-3-{[6-chloro-2-(trifluoromethyl)quinolin-4-yl]amino}cyclohexyl]-1-(oxetan-3-yl)-1H-pyrazole-4-carboxamide ClC1=NN(C=C1C(=O)N[C@H]1C[C@H](CCC1)NC1=CC(=NC2=CC=C(C=C12)Cl)C(F)(F)F)C1COC1